CN(C)C1=CC=CC=C1 The molecule is a tertiary amine that is aniline in which the amino hydrogens are replaced by two methyl groups. It is a tertiary amine and a dimethylaniline.